ClC=1C=NC=C(C1C1=NC2=C(C=3C=NC=CC13)N=C(N=C2)NC2=CC=C(C=C2)N2CCN(CC2)C)Cl 6-(3,5-dichloropyridin-4-yl)-N-(4-(4-methylpiperazin-1-yl)phenyl)pyrimido[5,4-c][2,6]naphthyridin-2-amine